1H-PYRAZOLO[4,3-C]PYRIDINE-4-CARBALDEHYDE N1N=CC=2C(=NC=CC21)C=O